N[C@@H]1C2=CC=CC=C2CC12CCN(CC2)C=2NC(C1=C(N2)NN=C1C1(CC1)C1=CC=CC2=C1C=CO2)=O (S)-6-(1-amino-1,3-dihydrospiro[indene-2,4'-piperidine]-1'-yl)-3-(1-(benzofuran-4-yl)cyclopropyl)-1,5-dihydro-4H-pyrazolo[3,4-d]pyrimidin-4-one